(1S,2S)-2-[5-(2',6'-diethyl-biphenyl-3-ylmethoxy)-pyridin-2-yl]Cyclopropanecarboxylic acid C(C)C1=C(C(=CC=C1)CC)C1=CC(=CC=C1)COC=1C=CC(=NC1)[C@@H]1[C@H](C1)C(=O)O